(2r,5s)-1-(1-(4-fluoro-2-(trifluoromethyl)phenyl)ethyl)-2,5-dimethylpiperazine FC1=CC(=C(C=C1)C(C)N1[C@@H](CN[C@H](C1)C)C)C(F)(F)F